6a-fluoro-11β,21-dihydroxy-16α-methylpregna-1,4-diene-3,20,21-trione F[C@H]1C[C@H]2[C@@H]3C[C@H]([C@H](C(C(=O)O)=O)[C@]3(C[C@@H]([C@@H]2[C@]2(C=CC(C=C12)=O)C)O)C)C